CN(C)N1CC(C1)C (dimethylamino)-3-methylazetidin